ClC=1C(=CC(=C(C(=O)NC2=CC(=NC=C2)SC)C1)F)C(F)(F)F 5-chloro-2-fluoro-N-(2-(methylthio)pyridine-4-yl)-4-(trifluoromethyl)benzamide